FC(COC1=NC=C(C(=C1)N1N=C(C=2C1=NC=C(C2)C(=O)NC2(CS(C2)(=O)=O)C)C(C)C)F)F 1-(2-(2,2-difluoroethoxy)-5-fluoropyridin-4-yl)-3-isopropyl-N-(3-methyl-1,1-dioxidothietan-3-yl)-1H-pyrazolo[3,4-b]pyridine-5-carboxamide